NCC1C(CC(N1)=O)(C)C 5-(aminomethyl)-4,4-dimethyl-pyrrolidin-2-one